OCC1CN(C1)C1=CC=C(C(=O)O)C=C1 4-(3-(hydroxymethyl)azetidin-1-yl)benzoic acid